1-(4-methylphenyl)-N,N-dimethylmethylamine CC1=CC=C(C=C1)CN(C)C